tert-butyl N-(cyclopropylmethyl)-N-[(3R)-1-{6-[5-fluoro-2-(methoxymethoxy)-4-(6-methoxypyridazin-4-yl)phenyl]pyridazin-3-yl}pyrrolidin-3-yl]carbamate C1(CC1)CN(C(OC(C)(C)C)=O)[C@H]1CN(CC1)C=1N=NC(=CC1)C1=C(C=C(C(=C1)F)C1=CN=NC(=C1)OC)OCOC